methyl N-[5-[6-[4-(4-fluorophenyl)-5,6-dihydro-1,2,4-oxadiazin-3-yl]-4-methyl-benzimidazol-1-yl]-2-pyridyl]carbamate FC1=CC=C(C=C1)N1C(=NOCC1)C=1C=C(C2=C(N(C=N2)C=2C=CC(=NC2)NC(OC)=O)C1)C